5,5-dimethyl-2-((4-(pyrrolidin-1-yl)butyl)thio)-1,4,5,6-tetrahydropyrimidine dihydrochloride Cl.Cl.CC1(CN=C(NC1)SCCCCN1CCCC1)C